ClC1=C(C2=C(C=3C=NC(=NC13)N1[C@H]([C@H](CC1)CNC)C)COC2)C2=NC=C(C1=C2C(=C(S1)NC(OC(C)(C)C)=O)C#N)F tert-Butyl (4-(5-chloro-3-((2S,3R)-2-methyl-3-((methylamino)methyl)pyrrolidin-1-yl)-7,9-dihydrofuro[3,4-f]quinazolin-6-yl)-3-cyano-7-fluorothieno[3,2-c]pyridin-2-yl)carbamate